(+/-)-3-(ETHYLTHIO)BUTANOL CCSC(C)CCO